[2-(2,5-dioxo-2,5-dihydro-1H-pyrrol-1-yl)ethyl]-beta-alaninamide O=C1N(C(C=C1)=O)CCNCCC(=O)N